(1R,3S)-3-{5-[2-(2-formyl-3-hydroxy-5-methoxy phenoxy)acetamido]-2H-pyrazol-3-yl}cyclopentyl N-isopropylcarbamate C(C)(C)NC(O[C@H]1C[C@H](CC1)C=1NN=C(C1)NC(COC1=C(C(=CC(=C1)OC)O)C=O)=O)=O